Ethyl 6-methyl-2-oxo-4-phenyl-1,2,3,4-tetrahydropyrimidine-5-carboxylate CC1=C(C(NC(N1)=O)C1=CC=CC=C1)C(=O)OCC